N-(3-(((7-(1H-pyrazol-4-yl)-2,3-dihydrofuro[3,2-c]pyridin-4-yl)amino)methyl)phenyl)-1-(1-methylpiperidin-4-yl)-1H-indazole-5-carboxamide N1N=CC(=C1)C=1C2=C(C(=NC1)NCC=1C=C(C=CC1)NC(=O)C=1C=C3C=NN(C3=CC1)C1CCN(CC1)C)CCO2